O1C=C(C2=C1C=CC=C2)CNC2=CC(=CC=C2)C N-(benzofuran-3-ylmethyl)-3-methylaniline